C(C)(C)(C)C1=CC=C(C=C1)/C(=C(/C(=O)OCC)\C#N)/C ethyl (E)-3-(4-(tert-butyl)phenyl)-2-cyanobut-2-enoate